[N+](=O)([O-])C1=C(N)C=CC(=C1)OC1COC1 2-nitro-4-(oxetan-3-yloxy)aniline